N1(N=NC2=C1C=CC=C2)COC=2C=NC=CC2C2=C(C=1C(NCCC1N2)=O)NC2=C(C(=CC=C2)F)OC 2-[3-(1,2,3-benzotriazol-1-ylmethoxy)pyridin-4-yl]-3-[(3-fluoro-2-methoxyphenyl)amino]-1H,5H,6H,7H-pyrrolo[3,2-c]pyridin-4-one